N,N-dimethyl-3,5-pyridinediamine CN(C=1C=NC=C(C1)N)C